OC=1C=CC=2C3(C4=CC=C(C=C4OC2C1)O)OC(C1=CC(=CC=C13)NC(NCCOCCOC(=O)OC=1C=C3C=CC(=NC3=CC1)C(=O)ON1C(CCC1=O)=O)=S)=O 2,5-dioxopyrrolidin-1-yl 6-(((2-(2-(3-(3',6'-dihydroxy-3-oxo-3H-spiro[isobenzofuran-1,9'-xanthen]-5-yl)thioureido)ethoxy)ethoxy)carbonyl)oxy)quinoline-2-carboxylate